C(CCCC=C)[C@H](N)C(=O)O (S)-2-(5-hexenyl)glycine